C(C)(C)(C)[C@@H]1CC=2C=C3C(=NC2CC1)SC(=N3)C(=O)N[C@H](CCN3CCC(CC3)O)C3=CC(=CC=C3)C(NC3CCNCC3)=O (7S)-7-tert-butyl-N-[(1R)-3-(4-hydroxy-1-piperidyl)-1-[3-(4-piperidylcarbamoyl)phenyl]propyl]-5,6,7,8-tetrahydrothiazolo[5,4-b]quinoline-2-carboxamide